di(neopentyl) phenyl phosphate P(=O)(OCC(C)(C)C)(OCC(C)(C)C)OC1=CC=CC=C1